C1(=CC=CC=C1)C1=NC(=NC(=N1)C1=CC=CC=C1)C1=C(C=CC=C1)C1=C(C(=NC(=C1)C1=CC=C(C=C1)N1C2=CC=CC=C2C=2C=C(C=CC12)C)C1=CC=C(C=C1)N1C2=CC=CC=C2C=2C=C(C=CC12)C)C1=CC=C(C=C1)N1C2=CC=CC=C2C=2C=C(C=CC12)C1=CC=CC=C1 9,9'-((4-(2-(4,6-diphenyl-1,3,5-triazin-2-yl)phenyl)-3-(4-(3-phenyl-9H-carbazol-9-yl)phenyl)pyridine-2,6-diyl)bis(4,1-phenylene))bis(3-methyl-9H-carbazole)